C(C)(C)OC(=O)C1C2CCC(C1)CC2 bicyclo[2.2.2]octane-2-carboxylic acid isopropyl ester